C(=O)(OC(C)(C)C)N([C@@H](C(C)C)C(=O)O)N N-Boc-Aminovaline